ClC1=C(C(=CC(=C1)F)Cl)C=1C=CC(=C2C=CC(OC12)(C)C)C[C@@H](C(=O)O)NC(C1=C(C=CC=C1Cl)Cl)=O (S)-3-(8-(2,6-dichloro-4-fluorophenyl)-2,2-dimethyl-2H-chromen-5-yl)-2-(2,6-dichlorobenzoylamino)propionic acid